5-(3-bromo-1H-pyrazol-4-yl)-2-(6-(((1R,3s,5S)-1,5-dimethyl-8-azabicyclo[3.2.1]octan-3-yl)(methyl)amino)pyridazin-3-yl)phenol hydrochloride Cl.BrC1=NNC=C1C=1C=CC(=C(C1)O)C=1N=NC(=CC1)N(C)C1C[C@]2(CC[C@@](C1)(N2)C)C